Methylcyclopropylamine hydrochloride Cl.CNC1CC1